O[C@@H]1C[C@@H](C[C@@H]1N(S(=O)(=O)C1=C(C=CC=C1)[N+](=O)[O-])C)NC(OCC1=CC=CC=C1)=O benzyl {(1R,3R,4S)-3-hydroxy-4-[methyl (2-nitrobenzene-1-sulfonyl)amino]cyclopentyl}carbamate